methyl N2-((R)-2-((((9H-fluoren-9-yl)methoxy)carbonyl)amino)-5-(tert-butoxy)-5-oxopentanoyl)-N6-(tert-butoxycarbonyl)-D-lysinate C1=CC=CC=2C3=CC=CC=C3C(C12)COC(=O)N[C@@H](C(=O)N[C@H](CCCCNC(=O)OC(C)(C)C)C(=O)OC)CCC(=O)OC(C)(C)C